20-oxa-3,4,10,11,23-pentaazapentacyclo[19.3.1.02,6.08,12.013,18]pentacosa-1(24),2(6),4,8,11,13,15,17,21(25),22-decaen-22-amine C=12C=3NN=CC3CC3=CNN=C3C3=CC=CC=C3COC(C(=NC1)N)=C2